stearic acid, calcium salt [Ca+2].C(CCCCCCCCCCCCCCCCC)(=O)[O-].C(CCCCCCCCCCCCCCCCC)(=O)[O-]